FC(OC1=NC2=CC(=CC(=C2N=C1)C=1OC2=C(C1)C=C(C=C2)OCCN)C)F 2-(2-(2-(difluoromethoxy)-7-methylquinoxalin-5-yl)benzofuran-5-yloxy)ethylamine